FC=1C=C(C=C2CN(C(C12)=O)C1CNCCC1)CN1CCC(CC1)N1CCN(CC1)C1=NC(=CC=C1)C1=CN=C2N1N=C(C=C2)N2[C@H](CCC2)C2=CC(=CC=C2)F 3-(7-fluoro-5-((4-(4-(6-(6-((R)-2-(3-fluorophenyl)pyrrolidin-1-yl)imidazo[1,2-b]pyridazin-3-yl)pyridin-2-yl)piperazin-1-yl)piperidin-1-yl)methyl)-1-oxoisoindoline-2-yl)piperidin